C(C)OC1=CC(=C(C=C1)NS([O-])(=O)=O)[N+](=O)[O-].[Na+] Sodium N-(4-ethoxy-2-nitrophenyl)sulfamate